perfluoro-2,5-dimethyl-3,6-dioxanonanoic acid ammonium [NH4+].FC(C(=O)O)(OC(C(OC(C(C(F)(F)F)(F)F)(F)F)(C(F)(F)F)F)(F)F)C(F)(F)F